amino-3-(6-fluoro-2,3-dimethylphenyl)-3-methylbutyric acid monohydrochloride Cl.NC(C(=O)O)C(C)(C)C1=C(C(=CC=C1F)C)C